1-bromo-3-fluoro-5-(trifluoromethyl-sulfanyl)benzene BrC1=CC(=CC(=C1)SC(F)(F)F)F